ClC=1C(=C2C(=NC1C)NC(=C2)C(=O)O)F 5-chloro-4-fluoro-6-methyl-1H-pyrrolo[2,3-b]pyridine-2-carboxylic acid